10-bromo-3,6-decanediyne BrCCCC#CCC#CCC